NC1=NC2=C(C=3N1N=C(N3)C=3OC=CC3)C=NN2C(C(=O)NCCN2CCOCC2)(C)C2=CC=CC=C2 2-(5-amino-2-(furan-2-yl)-7H-pyrazolo[4,3-e][1,2,4]triazolo[1,5-c]pyrimidin-7-yl)-N-(2-morpholinoethyl)-2-phenylpropanamide